C(CCCCCCCCC)C=1C(=C(C(C(=O)O)=CC1)C(=O)O)C(CCCCCC)CCC.C(#N)C1=C(C=CC(=C1)C(F)(F)F)N1CCC(CC1)(C(=O)N[C@@H]1CN(CC1)C)C=1C=C(C(=NC1)C=1C(=NC=CC1)OC)F 1-[2-cyano-4-(trifluoromethyl)phenyl]-4-{3-fluoro-2'-methoxy-[2,3'-bipyridinyl]-5-yl}-N-[(3S)-1-methylpyrrolidin-3-yl]piperidine-4-carboxamide n-decyl-(1-propylheptyl)phthalate